CCCCC/C(=N/OS(=O)(=O)O)/S[C@H]1[C@@H]([C@H]([C@@H]([C@H](O1)CO)O)O)O The molecule is an alkylglucosinolic acid that has pentyl as the alkyl group. It is a conjugate acid of a pentylglucosinolate.